2-(3,4-dimethoxyphenyl)-3-methyl-5-(1-(piperidin-2-ylmethyl)piperidin-4-yl)-1H-indole COC=1C=C(C=CC1OC)C=1NC2=CC=C(C=C2C1C)C1CCN(CC1)CC1NCCCC1